N-(2-Fluoro-4-(2-(((1r,4r)-4-((2-fluoroethyl)(methyl)amino)cyclohexyl)amino)-8-isopropyl-7-oxo-7,8-dihydropyrido[2,3-d]pyrimidin-6-yl)phenyl)-1-(4-fluorophenyl)methanesulfonamide FC1=C(C=CC(=C1)C1=CC2=C(N=C(N=C2)NC2CCC(CC2)N(C)CCF)N(C1=O)C(C)C)NS(=O)(=O)CC1=CC=C(C=C1)F